N1(CCCCCC1)C(=O)C=1C=C(C=CC1)C1=CC=C(C=C1)Cl azepan-1-yl-(4'-chloro-[1,1'-biphenyl]-3-yl)methanone